C(#N)C1=CC=C(C=C1)NC(=S)N 1-(4-cyanophenyl)thiourea